5-Bromo-3-(trifluoromethyl)pyridin-2(1H)-one BrC=1C=C(C(NC1)=O)C(F)(F)F